FC1=C(N=C(C2=C1N=C(N=C2N2CCCOC1CC21)SC)OC)C2=CC(=CC1=CC=C(C(=C21)C#C[Si](C(C)C)(C(C)C)C(C)C)F)O[Si](C(C)C)(C(C)C)C(C)C 6-(8-fluoro-7-(7-fluoro-8-((triisopropylsilyl)ethynyl)-3-((triisopropylsilyl)oxy)naphthalen-1-yl)-5-methoxy-2-(methylthio)pyrido[4,3-d]pyrimidin-4-yl)-2-oxa-6-azabicyclo[5.1.0]octane